1-(2-Chloro-3-(4-(2-((1-(methylsulfonyl)piperidin-4-yl)amino)-5-(trifluoromethyl)pyrimidin-4-yl)-1H-imidazol-1-yl)benzyl)azetidine-3-carbonitrile ClC1=C(CN2CC(C2)C#N)C=CC=C1N1C=NC(=C1)C1=NC(=NC=C1C(F)(F)F)NC1CCN(CC1)S(=O)(=O)C